BrC1=CC=C2CN(C(C2=C1)=O)C(C=1N(C(=CN1)C(F)(F)F)COCC[Si](C)(C)C)C1=C(C=CC(=C1)F)OC 6-bromo-2-[(5-fluoro-2-methoxy-phenyl)-[5-(trifluoromethyl)-1-(2-trimethylsilylethoxymethyl)imidazol-2-yl]methyl]isoindolin-1-one